2-azido-1,3,5-trimethylbenzene N(=[N+]=[N-])C1=C(C=C(C=C1C)C)C